6-(4-Chloro-1-(4-(1-(difluoromethyl)-3-azabicyclo[3.1.0]hexan-3-yl)-3-fluorobenzyl)-1H-indazol-7-carboxamido)spiro[3.3]heptan ClC1=C2C=NN(C2=C(C=C1)C(=O)NC1CC2(CCC2)C1)CC1=CC(=C(C=C1)N1CC2(CC2C1)C(F)F)F